N1,N3-Bis{2-[2-(2-(Tert-butoxycarbonylamino)ethoxy)ethoxy]ethyl}-5-(4-iodobenzamido)isophthalamide C(C)(C)(C)OC(=O)NCCOCCOCCNC(C1=CC(C(=O)NCCOCCOCCNC(=O)OC(C)(C)C)=CC(=C1)NC(C1=CC=C(C=C1)I)=O)=O